C1=CC=CC=2C3=CC=CC=C3C(=CC12)C1=CC=C(C=C1)NC1=CC=CC=C1 (4-phenanthren-9-yl-phenyl)-phenyl-amine